FC1=C(C=CC(=C1)F)[C@@](CN1N=CN=C1)([C@@H](C)SSC(C)CCC1=CC=NC=C1)O (2R,3R)-2-(2,4-difluorophenyl)-3-((4-(pyridin-4-yl)butan-2-yl)disulfanyl)-1-(1H-1,2,4-triazol-1-yl)butan-2-ol